p-ethylbenzenesulfonate sodium [Na+].C(C)C1=CC=C(C=C1)S(=O)(=O)[O-]